2,4,6-tri-tert-butyl-nitrosobenzene C(C)(C)(C)C1=C(C(=CC(=C1)C(C)(C)C)C(C)(C)C)N=O